benzyl-(3aR,6aS)-5-(2-(2,6-dioxo-1-((2-(trimethylsilyl)ethoxy)methyl)piperidin-3-yl)-1-oxoisoindolin-4-yl)hexahydropyrrolo[3,4-c]pyrrole C(C1=CC=CC=C1)C1NC[C@H]2[C@H]1CN(C2)C2=C1CN(C(C1=CC=C2)=O)C2C(N(C(CC2)=O)COCC[Si](C)(C)C)=O